(4-amino-1,2,5-oxadiazol-3-yl)[6-{[2-(4-chlorophenyl)imidazo[1,2-a]pyridin-3-yl]methyl}-2,6-diazabicyclo[3.2.2]non-2-yl]methanone NC=1C(=NON1)C(=O)N1C2CN(C(CC1)CC2)CC2=C(N=C1N2C=CC=C1)C1=CC=C(C=C1)Cl